2-(4,6-difluoro-5-(4-(tetrahydro-2H-pyran-2-yl)phenyl)-1H-indol-3-yl)-2-oxoacetic acid FC1=C2C(=CNC2=CC(=C1C1=CC=C(C=C1)C1OCCCC1)F)C(C(=O)O)=O